tert-butyl [8-chloro-1-(trans-4-ethoxy-4-methylcyclohexyl)-5,6-dihydro-4H-[1,2,4]triazolo[4,3-a][1]benzazepin-5-yl]carbamate ClC=1C=CC2=C(CC(CC=3N2C(=NN3)C3CCC(CC3)(C)OCC)NC(OC(C)(C)C)=O)C1